((5-chloropyrimidin-2-yl)methyl)piperazine trifluoroacetate FC(C(=O)O)(F)F.ClC=1C=NC(=NC1)CN1CCNCC1